CC=1C=C2C(=C(N1)C)OC(=C2)C=2N=C1N(C(C2)=O)C=C(C=C1)N1CCN(CC1)CC 2-(5,7-dimethylfuro[2,3-c]pyridin-2-yl)-7-(4-ethylpiperazin-1-yl)-4H-pyrido[1,2-a]pyrimidin-4-one